FC(C(C)(O)C)(C1=C(C(=CC=C1)[C@@H](C)NC=1C2=C(N=C(N1)C)C=NC(=C2)S(=O)(=O)[C@H]2COCC2)F)F |&1:29| 1,1-difluoro-1-{2-fluoro-3-[(1R)-1-({2-methyl-6-[(3RS)-oxolane-3-sulfonyl]pyrido[3,4-d]pyrimidin-4-yl}amino)ethyl]phenyl}-2-methylpropan-2-ol